methylcarboxylate CC(=O)[O-]